3-fluoro-4-trifluoromethylbenzyl-amine FC=1C=C(CN)C=CC1C(F)(F)F